2,6-dimethoxyphenyl-2-(6-ethoxypyridin-2-yl)-N-(4-methoxybenzyl)-1H-imidazo[4,5-b]pyrazin-6-amine COC1=C(C(=CC=C1)OC)N1C(=NC=2C1=NC(=CN2)NCC2=CC=C(C=C2)OC)C2=NC(=CC=C2)OCC